N-((5-Methylisoxazol-3-yl)methyl)-3-(((7-(pyridin-4-yl)-2,3-dihydrofuro[3,2-c]pyridin-4-yl)amino)methyl)benzamid CC1=CC(=NO1)CNC(C1=CC(=CC=C1)CNC1=NC=C(C2=C1CCO2)C2=CC=NC=C2)=O